C1(CCC1)C=1C=NNC1 4-cyclobutyl-1H-pyrazole